6-(4-(3-(5-ethyl-6-oxo-1,6-dihydropyrimidin-2-yl)cyclopent-2-en-1-yl)piperazin-1-yl)nicotinonitrile C(C)C1=CN=C(NC1=O)C1=CC(CC1)N1CCN(CC1)C1=NC=C(C#N)C=C1